2-[(5,6-diphenyl-1,2,4-triazin-3-yl)sulfanyl]-N,N-dimethyl-ethanamide C1(=CC=CC=C1)C=1N=C(N=NC1C1=CC=CC=C1)SCC(=O)N(C)C